1-[9-(4-nitrophenyl)carbazol-3-yl]-1-octanone oxime [N+](=O)([O-])C1=CC=C(C=C1)N1C2=CC=CC=C2C=2C=C(C=CC12)C(CCCCCCC)=NO